1,4-dimethyl-2-(4-(methylsulfonyl)phenyl)-6-(4-(1-(oxetan-3-ylmethyl)piperidin-4-yl)phenyl)-1H-imidazo[4,5-c]pyridine CN1C(=NC=2C(=NC(=CC21)C2=CC=C(C=C2)C2CCN(CC2)CC2COC2)C)C2=CC=C(C=C2)S(=O)(=O)C